C(C)(C)C=1C=C(C=C(C1)C(C)C)P(C1=C(C(=CC=C1)OC)C1=C(C=CC=C1OC)P(C1=CC(=CC(=C1)C(C)C)C(C)C)C1=CC(=CC(=C1)C(C)C)C(C)C)C1=CC(=CC(=C1)C(C)C)C(C)C (R)-2,2'-bis[bis(3,5-diisopropylphenyl)phosphino]-6,6'-dimethoxy-1,1'-biphenyl